2-METHOXY-3-METHYLPHENYL-BORONIC ACID COC1=C(C=CC=C1C)B(O)O